FC(C1=C(C(O)=CC(=C1)C(F)(F)F)O)(F)F 3,5-bistrifluoromethylcatechol